C(C)C(COOP(=O)(OOCC(CCCC)CC)OCC(=O)O)CCCC di(2-ethylhexyl-oxy)phosphonoglycolic acid